ClC=1C=C2C(C(=O)NC2=O)=CC1Cl 4,5-dichlorophthalimide